4-(6-fluoro-2,2-dioxido-3,4-dihydrobenzo[e][1,2,3]oxathiazin-8-yl)-N-isopropylbenzamide FC=1C=C(C2=C(CNS(O2)(=O)=O)C1)C1=CC=C(C(=O)NC(C)C)C=C1